FC(C1=CC=C(C=C1)CO)F (4-(difluoromethyl)phenyl)methanol